Dibenzylpyridine-2,6-dicarboxamide C(C1=CC=CC=C1)C=1C=C(C(=NC1C(=O)N)C(=O)N)CC1=CC=CC=C1